4-(2-chloro-7-(5-methoxypyridin-3-yl)pyrido[3,2-d]pyrimidin-4-yl)morpholine ClC=1N=C(C2=C(N1)C=C(C=N2)C=2C=NC=C(C2)OC)N2CCOCC2